OCC=1N=C(NC1CO)C1=CC=CC=C1 4,5-bis(hydroxymethyl)-2-phenyl-1H-imidazole